ethyl-α-D-arabinofuranose C(C)[C@@]1(O)[C@@H](O)[C@H](O)[C@H](O1)CO